1,2-bisindenylethane C1=CC=C2C(C=CC2=C1)CCC3C=CC4=CC=CC=C34